ClC=1C(=C(C=CC1F)[C@H](NC(=O)[C@@H]1CNC(O1)=O)C=1C=NC(=CC1)OCC(F)(F)F)F (S)-N-((R)-(3-chloro-2,4-difluorophenyl)(6-(2,2,2-trifluoroethoxy)pyridin-3-yl)methyl)-2-oxooxazolidine-5-carboxamide